ClC1=NC(=CC=C1NC(C1=C(C=C(C=C1)C(F)(F)F)NC1=C(C=C(C=C1)F)C)=O)OC N-(2-chloro-6-methoxypyridin-3-yl)-2-((4-fluoro-2-methylphenyl)amino)-4-(trifluoromethyl)benzamide